N1C=NC2=C1C=C(C=C2)C2=CC=C(C=C2)C2C(N(C2CO)CCC)CNC(=O)C2=C(C=1C(=NC=CC1)S2)N N-((3-(4-(1H-benzo[d]imidazol-6-yl)phenyl)-4-(hydroxymethyl)-1-propylazetidin-2-yl)methyl)-3-aminothieno[2,3-b]pyridine-2-carboxamide